tert-butyl (S)-4-(1-(5-cyano-4-(4-(1,4-dimethyl-1H-pyrazol-5-yl)piperidin-1-yl)-6-(trifluoromethyl)pyridin-2-yl)azetidin-3-yl)-2-(cyanomethyl)piperazine-1-carboxylate C(#N)C=1C(=CC(=NC1C(F)(F)F)N1CC(C1)N1C[C@@H](N(CC1)C(=O)OC(C)(C)C)CC#N)N1CCC(CC1)C1=C(C=NN1C)C